C(CCC)[Sn](C(=C)C1=CC(=CC=C1)OC)(CCCC)CCCC Tributyl-(1-(3-(methoxy)phenyl)ethenyl)stannane